Methyl (Z)-1-(4-amino-2-fluorobut-2-en-1-yl)-4-(3-(diethoxyphosphoryl)phenyl)-1H-benzo[d]imidazole-6-carboxylate hydrochloride Cl.NC\C=C(\CN1C=NC2=C1C=C(C=C2C2=CC(=CC=C2)P(=O)(OCC)OCC)C(=O)OC)/F